methyl (S)-3-(8-bromo-1,6-naphthyridin-5-yl)-2-(2,6-difluoro benzamido)propanoate BrC=1C=NC(=C2C=CC=NC12)C[C@@H](C(=O)OC)NC(C1=C(C=CC=C1F)F)=O